[N+](=O)([O-])C1=CC=C(C=2C1=NON2)N(CCCCCC(=O)O)N=O 6-((7-nitrobenzo[c][1,2,5]oxadiazol-4-yl)(nitroso)-amino)hexanoic acid